C(C)(C)(C)OC(NCCOCCBr)=O (2-(2-bromoethoxy)ethyl)carbamic acid tert-butyl ester